6-((2R,3S)-3-(benzoyloxy)-8-methyl-8-azabicyclo[3.2.1]octane-2-carboxamido)hexanoic acid C(C1=CC=CC=C1)(=O)O[C@@H]1[C@@H](C2CCC(C1)N2C)C(=O)NCCCCCC(=O)O